(3S)-ethyl 3-(1,4-dimethyl-1H-benzo[d][1,2,3]triazol-5-yl)-3-(3-((2-ethyl-2,3-dihydrobenzo[f][1,4]oxazepin-4(5H)-yl)methyl)-4-methylphenyl)propanoate CN1N=NC2=C1C=CC(=C2C)[C@@H](CC(=O)OCC)C2=CC(=C(C=C2)C)CN2CC(OC1=C(C2)C=CC=C1)CC